CC(C)OC1CC(C1)O (1s,3s)-3-(propan-2-yloxy)cyclobutan-1-ol